(2S,5'R)-7-chloro-3',4-dimethoxy-6-(6-methoxy-3-pyridyl)-5'-methyl-spiro[benzofuran-2,4'-cyclohex-2-ene]-1',3-dione ClC1=C(C=C(C=2C([C@]3(C(=CC(C[C@H]3C)=O)OC)OC21)=O)OC)C=2C=NC(=CC2)OC